phenyl (4-methyl-thiazol-2-yl)-carbamate CC=1N=C(SC1)NC(OC1=CC=CC=C1)=O